C(CCC)OC(C(C(=O)NC1=CC(=C(C=C1)Cl)C(F)(F)F)(C)O)=O 3-[4-chloro-3-(trifluoromethyl)anilino]-2-hydroxy-2-methyl-3-oxo-propionic acid butyl ester